N-(2-(1-methyl-1H-1,2,4-triazol-3-yl)-1H-pyrrolo[3,2-c]pyridin-6-yl)cyclopropanecarboxamide CN1N=C(N=C1)C1=CC=2C=NC(=CC2N1)NC(=O)C1CC1